The molecule is a branched amino tetrasaccharide consisting of a sialyl residue, linked (2->3) to a galactosyl residue that in turn is linked (1->4) to a glucosaminyl residue, which is sulfated at O-6 and is also carrying a fucosyl residue at the 3-position. It has a role as an epitope. It is an amino tetrasaccharide, a glucosamine oligosaccharide and an oligosaccharide sulfate. C[C@H]1[C@H]([C@H]([C@@H]([C@@H](O1)O[C@@H]2[C@H]([C@@H](O[C@@H]([C@H]2O[C@H]3[C@@H]([C@H]([C@H]([C@H](O3)CO)O)O[C@@]4(C[C@@H]([C@H]([C@@H](O4)[C@@H]([C@@H](CO)O)O)NC(=O)C)O)C(=O)O)O)COS(=O)(=O)O)O)NC(=O)C)O)O)O